C1=C(C=CC=2C3=CC=C(C=C3CC12)COC1=C(C2=CC=CC=C2C=C1)C1=C(C=CC2=CC=CC=C12)OCCO)COC1=C(C2=CC=CC=C2C=C1)C1=C(C=CC2=CC=CC=C12)OCCO 2,2'-[9H-fluorene-2,7-diylbis(methyleneoxy[1,1'-binaphthyl]-2',2-diyloxy)]bis(ethan-1-ol)